tert-butyl 7-(6-(2,8-dimethylimidazo[1,2-b]pyridazin-6-yl)-8-fluoro-1-oxoisoquinolin-2(1H)-yl)-4-azaspiro[2.5]octane-4-carboxylate CC=1N=C2N(N=C(C=C2C)C=2C=C3C=CN(C(C3=C(C2)F)=O)C2CCN(C3(CC3)C2)C(=O)OC(C)(C)C)C1